Ethyl-N-(5-{[3-bromo-4-[(2,4-difluorobenzyl)oxy]-6-methyl-2-oxopyridin-1(2H)-yl]methyl}-2-methylpyridin-4-yl)glycine trifluoroacetate FC(C(=O)O)(F)F.C(C)N(CC(=O)O)C1=CC(=NC=C1CN1C(C(=C(C=C1C)OCC1=C(C=C(C=C1)F)F)Br)=O)C